1'-((2-ethyl-3-oxo-3,4-dihydro-2H-benzo[b][1,4]oxazin-6-yl)methyl)-N,2-dimethyl-1',2',3',6'-tetrahydro-[3,4'-bipyridine]-6-carboxamide C(C)C1C(NC2=C(O1)C=CC(=C2)CN2CCC(=CC2)C=2C(=NC(=CC2)C(=O)NC)C)=O